C(C=C)(=O)OCSC=1SC(=NN1)SCCCCC 2-acryloxymethylthio-5-n-pentylthio-1,3,4-thiadiazole